2-(1,3-dioxoisoindol-2-yl)acetonitrile O=C1N(C(C2=CC=CC=C12)=O)CC#N